NC1=NC2=C(C=3N1N=C(N3)C=3OC=CC3)SC(N2CCN2CCN(CC2)C=2C(=CC(=C(C(=O)NCC[S@@](=O)C)C2)F)F)=O (S)-5-(4-(2-(5-amino-8-(furan-2-yl)-2-oxothiazolo[5,4-e][1,2,4]triazolo[1,5-c]pyrimidin-3(2H)-yl)ethyl)piperazin-1-yl)-2,4-difluoro-N-(2-(methylsulfinyl)ethyl)benzamide